4'-(dimethylamino)-[1,1'-biphenyl]-4-carboxylic acid CN(C1=CC=C(C=C1)C1=CC=C(C=C1)C(=O)O)C